CC(C=O)(CN1CCCCC1)C 2,2-DIMETHYL-3-PIPERIDIN-1-YLPROPANAL